N-propyl-6-methoxy-2-(3-pyridyl)-5-(trifluoromethyl)-4-pyrimidinamine C(CC)NC1=NC(=NC(=C1C(F)(F)F)OC)C=1C=NC=CC1